C(C)[C@]1(C(OCC=2C(N3CC=4C(=NC=5C=C(C(=C(C5C4CC)F)O)F)C3=CC21)=O)=O)O (S)-4,11-diethyl-8,10-difluoro-4,9-dihydroxy-1,12-dihydro-14H-pyrano[3',4':6,7]indolizino[1,2-b]quinoline-3,14(4H)-dione